C(C)N1C(N(C=C1)C)[Mn]C1N(C=CN1C)CC bis(1-ethyl-3-methyl-2,3-dihydro-1H-imidazol-2-yl)manganese